COC=1C(=CN(C1C1=C(C=C(C=C1F)F)F)S(=O)(=O)C=1C=NC(=CC1)C(F)(F)F)CNC([2H])([2H])[2H] N-((4-methoxy-1-((6-(trifluoromethyl)pyridin-3-yl)sulfonyl)-5-(2,4,6-trifluorophenyl)-1H-pyrrole-3-yl)methyl)methane-d3-amine